C(C)(C)(C)OC(=O)N1C(CC=CC1)C=1C=C2CN(C(C2=CC1)=O)C1C(NC(CC1)=O)=O (2-(2,6-dioxopiperidin-3-yl)-1-oxoisoindolin-5-yl)-3,6-dihydropyridine-1(2H)-carboxylic acid tert-butyl ester